3-(5-(6-Phenylpyridin-2-yl)-1H-pyrazol-3-yl)pyrrolidine tert-Butyl-(3S)-7-benzyloxy-3-[[(1S)-tetralin-1-yl]carbamoyl]-3,4-dihydro-1H-isoquinoline-2-carboxylate C(C)(C)(C)OC(=O)N1CC2=CC(=CC=C2C[C@H]1C(N[C@H]1CCCC2=CC=CC=C12)=O)OCC1=CC=CC=C1.C1(=CC=CC=C1)C1=CC=CC(=N1)C1=CC(=NN1)C1CNCC1